[C@@H]1([C@H](O)[C@@H](O)[C@H](O)[C@H](O1)CO)OC1=C(C(/C=C/C2=CC=C(C=C2)O)=O)C(=CC(=C1)OC)O 2'-(beta-D-Glucopyranosyloxy)-4,6'-dihydroxy-4'-methoxychalcone